C(C)(=O)O[C@@H]1C[C@@]2([C@@H](C[C@H]3[C@@H]4CC[C@H]([C@@H](CCCC(C)C)C)[C@]4(CC[C@@H]3[C@]2(CC1)C)C)NCCC=1N=CNC1)O 3β-acetoxy-5α-hydroxy-6β-[2-(1H-imidazol-4-yl)ethylamino]cholestane